(S)-2-(cyanomethyl)-4-(6-(8-methylnaphthalen-1-yl)-2-(methylsulfonyl)-6,7,8,9-tetrahydro-5H-pyrimido[5,4-c]azepin-4-yl)piperazine-1-carboxylic acid benzyl ester C(C1=CC=CC=C1)OC(=O)N1[C@H](CN(CC1)C1=NC(=NC2=C1CN(CCC2)C2=CC=CC1=CC=CC(=C21)C)S(=O)(=O)C)CC#N